acrylic acid, 4-biphenylyl ester C(C=C)(=O)OC1=CC=C(C=C1)C1=CC=CC=C1